3-(allyloxy)-4-methoxyaniline C(C=C)OC=1C=C(N)C=CC1OC